2,3-diphenyl-2H-azazine C1(=CC=CC=C1)N1NC=CC=C1C1=CC=CC=C1